O(P([O-])OP([O-])[O-])C1=C(C=CC=C1)C(C)(C)C (2-t-butylphenyl) diphosphite